CC1(OC[C@@H](N1C(=O)OC(C)(C)C)CCC(C)=O)C tert-butyl (4S)-2,2-dimethyl-4-(3-oxobutyl)-1,3-oxazolidine-3-carboxylate